tert.-Butyl[(1S)-2-(morpholin-4-yl)-1-phenylethyl]carbamate C(C)(C)(C)OC(N[C@H](CN1CCOCC1)C1=CC=CC=C1)=O